S(=O)(=O)(C1=CC=C(C)C=C1)N1CNCC=C1 1-TOSYL-3,4-DIHYDROPYRIMIDIN